BrC1=CC2=C(N=C(S2)C)C(=C1N)Cl 6-bromo-4-chloro-2-methylbenzo[d]thiazol-5-amine